ClC=1C=C(C=C(C1OC=1C=C2C(=CC(=NC2=CC1)C(F)(F)F)C)Cl)N1N=C(C(NC1=O)=O)C#N 2-(3,5-Dichloro-4-((2-trifluoromethyl-4-methylquinolin-6-yl)oxy)phenyl)-3,5-dioxo-2,3,4,5-tetrahydro-1,2,4-triazine-6-carbonitrile